N-((1s,3s)-3-((5-(1-(2-fluoroethyl)-1H-benzo[d][1,2,3]triazol-6-yl)-4-methoxypyrrolo[2,1-f][1,2,4]triazin-2-yl)amino)-1-methylcyclobutyl)acetamide FCCN1N=NC2=C1C=C(C=C2)C=2C=CN1N=C(N=C(C12)OC)NC1CC(C1)(C)NC(C)=O